BrC=1C=C(C=C(C1OC)OC)C1NC=2C=CC3=C(C2C=2CC(CC(C12)=O)(C)C)C=CC=C3 5-(3-bromo-4,5-dimethoxyphenyl)-2,2-dimethyl-2,3,5,6-tetrahydrobenzo[a]phenanthridin-4(1H)-one